C(#N)C=1C=C(C(=NC1)OC=1C=CC=2N(C1)C(=C(N2)C(=O)NC2(CCS(CC2)(=O)=O)C)C)OCC(F)(F)F 6-[[5-cyano-3-(2,2,2-trifluoroethoxy)-2-pyridyl]oxy]-3-methyl-N-(4-methyl-1,1-dioxo-thian-4-yl)imidazo[1,2-a]pyridine-2-carboxamide